N-(2-Fluoro-6-((methylamino)methyl)benzyl)-N-(2-oxo-2-((2'-oxo-1,1',2',3-tetrahydrospiro[indene-2,3'-pyrrolo[2,3-b]pyridin]-5-yl)amino)ethyl)pivalamide FC1=C(CN(C(C(C)(C)C)=O)CC(NC=2C=C3CC4(C(NC5=NC=CC=C54)=O)CC3=CC2)=O)C(=CC=C1)CNC